1-(2-fluoro-4-methoxy-phenyl)sulfonyl-N-[(5-methylpyrazin-2-yl)methyl]pyrazole-3-carboxamide FC1=C(C=CC(=C1)OC)S(=O)(=O)N1N=C(C=C1)C(=O)NCC1=NC=C(N=C1)C